8-(Benzyloxy)-7-bromoquinoxaline-2(1H)-one C(C1=CC=CC=C1)OC=1C(=CC=C2N=CC(NC12)=O)Br